C(C)(C)(C)C=1C=CC(=C(C1)C1(OCCO1)C1=CC=C(C=C1)/C=C/C(=O)OCC1=CC=CC=C1)OC Benzyl (2E)-3-[4-[2-(5-tert-butyl-2-methoxyphenyl)-1,3-dioxolan-2-yl]phenyl]prop-2-enoate